7-(3,5-dichlorophenyl)-4,7-diazaspiro[2.5]octane dihydrochloride Cl.Cl.ClC=1C=C(C=C(C1)Cl)N1CCNC2(CC2)C1